2-(3,6-Difluoropyridin-2-yl)-3-methyl-6-(trifluoromethyl)-3H-imidazo[4,5-b]pyridine FC=1C(=NC(=CC1)F)C1=NC=2C(=NC=C(C2)C(F)(F)F)N1C